Ethyl 3-((3,5-dichloro-4-((4-oxo-3,4-dihydro-phthalazin-1-yl) oxy) phenyl) amino)-3-oxopropanoate ClC=1C=C(C=C(C1OC1=NNC(C2=CC=CC=C12)=O)Cl)NC(CC(=O)OCC)=O